2-(4-chloro-3-fluorophenoxy)-N-{(3S)-4-[5-(4-chloro-3-fluorophenyl)-1,3,4-oxadiazol-2-yl]-3-hydroxybicyclo[2.2.2]octane-1-yl}acetamide ClC1=C(C=C(OCC(=O)NC23C[C@@H](C(CC2)(CC3)C=3OC(=NN3)C3=CC(=C(C=C3)Cl)F)O)C=C1)F